Methyl 3-(3-phenoxyazetidin-1-yl)-2-(1H-pyrrol-1-yl)benzoate O(C1=CC=CC=C1)C1CN(C1)C=1C(=C(C(=O)OC)C=CC1)N1C=CC=C1